ClC=1C=C(C=2N(N1)C(=NN2)CC)NCC2=NC=CC=C2 6-chloro-3-ethyl-N-(2-pyridylmethyl)-[1,2,4]triazolo[4,3-b]pyridazin-8-amine